C(CCC\C=C/C\C=C/C\C=C/C\C=C/CCCCC)NCC(=O)O N-arachidonyl-glycine